[NH4+].FCCCCCCCCCCCS(=O)(=O)OCCCCCCCCCCCCC tridecyl fluoroundecyl-sulfonate Ammonium